[Cl-].[Cl-].[Ti+2].ClC1=C(OC2=C(C=C(C2)C)C)C(=CC=C1)Cl 2,6-dichlorophenoxy(2,4-dimethylcyclopentadiene) titanium dichloride